BrC1=CC2=C(N(C(N2C)=O)C)C=C1 5-bromo-1,3-dimethyl-2,3-dihydro-1H-1,3-benzodiazol-2-one